FC1=C(C=CC=C1)C1=CCC(N1)=O 5-(2-fluorophenyl)-2-oxo-1,2-dihydro-3H-pyrrole